8-(tert-Butyl) 2-methyl 2-benzyl-3-oxo-8-azabicyclo[3.2.1]octane-2,8-dicarboxylate C(C1=CC=CC=C1)C1(C2CCC(CC1=O)N2C(=O)OC(C)(C)C)C(=O)OC